2-(4-bromophenyl)-4-(naphthalen-1-yl)quinol BrC1=CC=C(C=C1)C1=C(O)C=CC(C1)(O)C1=CC=CC2=CC=CC=C12